COC(=O)C1C[C@H]2CC[C@@H](C1)N2C(=O)C2=NNC(=C2)C2=CC(=NC=C2Cl)OC (1r,3s,5s)-8-[5-(5-chloro-2-methoxypyridin-4-yl)-1H-pyrazole-3-carbonyl]-8-azabicyclo[3.2.1]octane-3-carboxylic acid methyl ester